COC1=NC=C(C=C1NS(=O)(=O)C1=C(C=NC=C1)C)C=1C=C2C(=NC=NC2=CC1)N1CCN(CC1)C(\C=C\C(C)=O)=O (E)-N-(2-methoxy-5-(4-(4-(4-oxopent-2-enoyl)piperazin-1-yl)quinazolin-6-yl)pyridin-3-yl)-3-methylpyridine-4-sulfonamide